COC1=CC=C(C=C1)NC(=O)[C@H]1[C@@H](CC[C@H](C1)C)C(C)C (1r,2s,5r)-N-(4-methoxyphenyl)-5-methyl-2-(1-isopropyl)cyclohexane-carboxamide